N-(2-(difluoromethoxy)-6-methylpyridin-3-yl)-1-(2-isopropylphenyl)cyclobutane-1-carboxamide FC(OC1=NC(=CC=C1NC(=O)C1(CCC1)C1=C(C=CC=C1)C(C)C)C)F